ClC=1C=C(C=C(C1OC1=NC=C(C(=C1)S(=O)(=O)C)O)Cl)N1N=C(C(NC1=O)=O)C(F)F 2-[3,5-dichloro-4-[(5-hydroxy-4-methylsulfonyl-2-pyridinyl)oxy]phenyl]-6-(difluoromethyl)-1,2,4-triazine-3,5-dione